BrC=1C=C2C=C(C(NC2=NC1)=O)C(=O)NC(C)C1=CC=C(C=C1)F 6-bromo-N-(1-(4-fluorophenyl)ethyl)-2-oxo-1,2-dihydro-1,8-naphthyridine-3-carboxamide